[C@H]1([C@H](O)[C@H](O)[C@@H](O)[C@@H](O1)C)O[C@@H]1[C@H]([C@H]([C@@H](O[C@H]1C)O[C@H]([C@@H](C=O)O)[C@H](O)[C@H](O)C)O)O β-L-Rhamnopyranosyl-(1→4)-α-L-rhamnopyranosyl-(1→3)-D-rhamnose